N-((2S,3R)-3-(cyclohexylmethoxy)-1-oxo-1-(piperidin-1-yl)butan-2-yl)-2-((S)-2,2-dimethylcyclopropane-1-carbonyl)-6-thia-2-azaspiro[3.4]octane-8-carboxamide 6,6-dioxide C1(CCCCC1)CO[C@@H]([C@@H](C(N1CCCCC1)=O)NC(=O)C1CS(CC12CN(C2)C(=O)[C@@H]2C(C2)(C)C)(=O)=O)C